(S)-2-(3-(2-(((R)-phenyl((R)-1,2,3,4-tetrahydropyrido[2,3-b]pyrazin-3-yl)methyl)amino)ethyl)phenyl)butanoic acid C1(=CC=CC=C1)[C@H]([C@H]1CNC2=C(N1)N=CC=C2)NCCC=2C=C(C=CC2)[C@@H](C(=O)O)CC